FC1=CC=C(C(=N1)C)OC1=C(C(=O)O)C(=C(C=N1)C(C(F)(F)F)(F)F)C 2-((6-fluoro-2-methylpyridin-3-yl)oxy)-4-methyl-5-(perfluoroethyl)nicotinic acid